O1CCNC2=C1C=CC=C2 3,4-dihydro-2H-benzo-[1,4]oxazine